CC1CCC2=C1C=C(C=1N2C=CN1)C(=O)O 6-methyl-7,8-dihydro-6H-cyclopenta[e]imidazo[1,2-a]pyridine-4-carboxylic acid